1-(3-((5-cyano-1H-pyrrolo[2,3-b]pyridin-4-yl)(methyl)amino)cyclobutyl)-3-(3-methoxy-1,2,4-thiadiazole-5-yl)urea C(#N)C=1C(=C2C(=NC1)NC=C2)N(C2CC(C2)NC(=O)NC2=NC(=NS2)OC)C